ClC1=C(C=CC(=C1)Cl)N1N=C(C=C1)OCC=C(C(CNC)=NOC)C 5-[1-(2,4-dichlorophenyl)pyrazol-3-yl]oxy-2-methoxyimino-N,3-dimethyl-pent-3-enamine